(R)-1-(5-bromothiazol-2-yl)ethanamine BrC1=CN=C(S1)[C@@H](C)N